(S)-N'-(bis(3-cyclopropylphenyl)methylene)-2-(8-methoxy-2,4-dioxo-2H-pyrido[2,3-e][1,3]oxazin-3(4H)-yl)propanehydrazide C1(CC1)C=1C=C(C=CC1)C(=NNC([C@H](C)N1C(OC2=C(C1=O)N=CC=C2OC)=O)=O)C2=CC(=CC=C2)C2CC2